ClC1=C(C=C(OCC(=O)NC23CC(C2)(C3)NC(COC=3C=NC(=C(C3)OC)F)=O)C=C1)F (4-chloro-3-fluorophenoxy)-N-(3-{2-[(6-fluoro-5-methoxypyridin-3-yl)oxy]acetamido}bicyclo[1.1.1]pentan-1-yl)acetamide